CCNCCNCCNCCNCCCCNCCCCCC(=O)[O-] 3,6,9,12,17-pentaazatricosan-23-oate